N-[4-(difluoromethoxy)-2,5-difluorophenyl]-5-(furan-3-yl)-1H-pyrrole-3-sulfonamide FC(OC1=CC(=C(C=C1F)NS(=O)(=O)C1=CNC(=C1)C1=COC=C1)F)F